N=1SC=C2C1C=CC=C2 2,1-benzoisothiazol